5-((1S,2S)-1-(5-chloro-1,1-dioxido-3-oxobenzo[d]isothiazol-2(3H)-yl)-2-(6-fluoro-2,3-dimethylphenyl)propyl)-1,3,4-oxadiazol-2(3H)-one ClC=1C=CC2=C(C(N(S2(=O)=O)[C@@H]([C@@H](C)C2=C(C(=CC=C2F)C)C)C2=NNC(O2)=O)=O)C1